C(C)C1=CC=C(C=C1)\C=C(/CCC=O)\C (Z)-5-(4-ethylphenyl)-4-methylpent-4-enal